FCCCN1CC(C1)CC1=CC=C(C=C1)C1=C(CCCC2=C1C=CC(=C2)C(=O)O)C2=C(C=CC=C2C(F)(F)F)OC 9-(4-((1-(3-fluoropropyl)azetidin-3-yl)methyl)phenyl)-8-(2-methoxy-6-(trifluoromethyl)phenyl)-6,7-dihydro-5H-benzo[7]annulene-3-carboxylic acid